NC(C#N)CCSC 2-amino-4-(methylthio)-butanenitrile